3-((2,6-diazaspiro[3.3]heptan-2-yl)sulfonyl)-5'-methyl-4-pentyl-2'-(prop-1-en-2-yl)-[1,1-biphenyl]-2,6-diol C1N(CC12CNC2)S(=O)(=O)C2=C(C(=C(C=C2CCCCC)O)C2=C(C=CC(=C2)C)C(=C)C)O